1-chloro-2-(methylsulfanyl)ethane ClCCSC